2-Methyl-2-propanyl (3S)-3-{2-chloro-7-[4-(methoxycarbonyl)phenyl]-6-methyl-8-oxo-7,8-dihydro-9H-purine-9-yl}-1-piperidinecarboxylate ClC1=NC(=C2N(C(N(C2=N1)[C@@H]1CN(CCC1)C(=O)OC(C)(C)C)=O)C1=CC=C(C=C1)C(=O)OC)C